caprylyl eicosenoate CCCCCCCCCCCCCCCCC/C=C/C(=O)OCCCCCCCC